C(#N)C1=C(C(=C(C(=C1)C(C)C)NC(=O)N[S@](=O)(=N)C1=CN=C(S1)C(CO)(C)O)C(C)C)F (R)-N-((4-cyano-3-fluoro-2,6-diisopropylphenyl)carbamoyl)-2-(1,2-dihydroxypropan-2-yl)thiazole-5-sulfonimidamide